FC1(CN(C1)C1=CC=CC=2N(C(N(C21)C)=O)C2C(N(C(CC2)=O)CC2=CC=C(C=C2)OC)=O)CN2CCN(CC2)C(=O)OCC2=CC=CC=C2 benzyl 4-[[3-fluoro-1-[1-[1-[(4-methoxyphenyl) methyl]-2,6-dioxo-3-piperidyl]-3-methyl-2-oxo-benzimidazol-4-yl]azetidin-3-yl]methyl]piperazine-1-carboxylate